FC1(C(CCC1)NC(C1=C(C=C(C=C1OC)N1C=NC2=C1C=CC(=C2)C=2C=NN(C2)C)OC)=O)F N-(2,2-difluorocyclopentyl)-2,6-dimethoxy-4-[5-(1-methylpyrazol-4-yl)benzimidazol-1-yl]benzamide